1-(2-(Benzyloxy)-1-(2-(difluoromethoxy)pyridin-4-yl)ethyl)-3-(4-fluorobicyclo[2.2.2]oct-1-yl)urea C(C1=CC=CC=C1)OCC(C1=CC(=NC=C1)OC(F)F)NC(=O)NC12CCC(CC1)(CC2)F